C[C@@H]1NCCC(C1)=O (2S)-2-methylpiperidin-4-one